BrC=1C=C2CCNC(C2=CC1OC)=O 6-bromo-7-methoxy-3,4-dihydro-2H-isoquinolin-1-one